N-(3',4',5'-trifluorobiphenyl-2-yl)-3-difluoromethyl-5-fluoro-1-methylpyrazol-4-ylcarboxamide FC=1C=C(C=C(C1F)F)C1=C(C=CC=C1)NC(=O)C=1C(=NN(C1F)C)C(F)F